1-(2-oxaspiro[3.3]heptane-6-yl)-3-((5-(5-(trifluoromethyl)-1,3,4-oxadiazole-2-yl)pyridine-2-yl)methyl)-1,3-dihydro-2H-benzo[d]imidazole-2-one C1OCC12CC(C2)N2C(N(C1=C2C=CC=C1)CC1=NC=C(C=C1)C=1OC(=NN1)C(F)(F)F)=O